FC1(CCN(CC1)C=1C=2N(C=C(C1)[N+](=O)[O-])N=C(N2)C)F 8-(4,4-Difluoropiperidin-1-yl)-2-methyl-6-nitro-[1,2,4]triazolo[1,5-a]pyridine